5,6-dihydropyrimidine-4(3H)-one N1=CNC(CC1)=O